N-(2-(2,6-dioxopiperidin-3-yl)-1,3-dioxoisoindolin-5-yl)-2-methoxybenzene-sulfonamide O=C1NC(CCC1N1C(C2=CC=C(C=C2C1=O)NS(=O)(=O)C1=C(C=CC=C1)OC)=O)=O